FC=1C=C(C#N)C=C(C1)CO[C@@H](COC(C1=CC=CC=C1)(C1=CC=CC=C1)C1=CC=CC=C1)CCCCCCCCCCCCCCCCCC (R)-3-fluoro-5-(((1-(trityloxy)eicosan-2-yl)oxy)methyl)benzonitrile